ClC1=CN(C2=CC(=C(C=C12)CC(=O)OC(C)(C)C)F)[Si](C(C)C)(C(C)C)C(C)C Tert-butyl 2-(3-chloro-6-fluoro-1-(triisopropylsilyl)-1H-indol-5-yl)acetate